tert-butyl 4-((3-(4-(4-amino-3-(4-phenoxyphenyl)-1H-pyrazolo[3,4-d]pyrimidin-1-yl) piperidin-1-yl) azetidin-1-yl) methyl)-4-fluoropiperidine-1-carboxylate NC1=C2C(=NC=N1)N(N=C2C2=CC=C(C=C2)OC2=CC=CC=C2)C2CCN(CC2)C2CN(C2)CC2(CCN(CC2)C(=O)OC(C)(C)C)F